CNC1=C(C(=CC=C1)C)C N,2,3-trimethylaniline